1-cyclopropyl-N-(2-((6,7-dimethoxyquinolin-4-yl)oxy)pyrimidin-5-yl)-5-p-fluorophenyl-4-oxo-1,4-dihydropyridazine-3-carboxamide C1(CC1)N1N=C(C(C(=C1)C1=CC=C(C=C1)F)=O)C(=O)NC=1C=NC(=NC1)OC1=CC=NC2=CC(=C(C=C12)OC)OC